C1NCCC2C=3C1=CC=CC3C3(CC2)CC3 2',3',4',4a',5',6'-hexahydro-1'H-spiro[cyclopropane-1,7'-naphtho[1,8-cd]azepine]